((1R)-3-methyl-1-(3-(pyrazin-2-yl)-4,5-dihydroisoxazole-5-carboxamido)butyl)boronic acid CC(C[C@H](NC(=O)C1CC(=NO1)C1=NC=CN=C1)B(O)O)C